C(C)(=O)N1CCC(C2=CC=CC=C12)CC#N 2-(1-acetyl-1,2,3,4-tetrahydroquinolin-4-yl)acetonitrile